C(C)N(S(=O)(=O)C1=CC=C(S1)C(=O)N)C(C(F)(F)F)C1=CC=C(C=C1)F 5-(N-ethyl-N-(2,2,2-trifluoro-1-(4-fluorophenyl)ethyl)sulfamoyl)thiophene-2-carboxamide